FC=1C=CC(=NC1C)NC(C=1NC(=C(N1)C)S(=O)(=N)C)C1=CC=C(C=C1)OC 5-fluoro-N-[(4-methoxyphenyl)-[4-methyl-5-(methylsulfonimidoyl)-1H-imidazol-2-yl]methyl]-6-methylpyridin-2-amine